C(C1=CC=CC=C1)(C1=CC=CC=C1)NC1(CC2=C(OC1)C(=CS2)C)C N-benzhydryl-3,6-dimethyl-5,7-dihydrothieno[3,2-b]pyran-6-amine